FC(C1=NN=C(O1)C1=CC(=C(CN2C(N(C3=C2C=C(C=C3)C=3C=NC=CC3)C)=O)C=C1)F)F 3-(4-(5-(difluoromethyl)-1,3,4-oxadiazole-2-yl)-2-fluorobenzyl)-1-methyl-5-(pyridine-3-yl)-1,3-dihydro-2H-benzo[d]imidazole-2-one